ClC=1C=C2C(=CC1)NC(C21CCN(CC1)CCOC1=CC2=C(NC(=N2)C2CN(C2)S(=O)(=O)C)C(=C1)C(F)(F)F)=O 5-chloro-1'-(2-((2-(1-(methylsulfonyl)azetidin-3-yl)-7-(trifluoromethyl)-1H-benzo[d]imidazol-5-yl)oxy)ethyl)spiro[indoline-3,4'-piperidin]-2-one